(2R,3S)-2-((E)-3-(4,5-dimethyl-1H-benzo[d]imidazol-1-yl)prop-1-en-1-yl)piperidin-3-ol dihydrochloride Cl.Cl.CC1=C(C=CC=2N(C=NC21)C/C=C/[C@H]2NCCC[C@@H]2O)C